C(C1=CC=CC=C1)OC1CC(C1)OC1=CC(=NC(=C1)C(C)(F)F)Cl 4-(3-(benzyl-oxy)cyclobutoxy)-2-chloro-6-(1,1-difluoroethyl)pyridine